CC1=NC2=CC=C(C=C2C(=N1)N[C@H](C)C1=CC(=CC=C1)C(F)(F)F)P(C)(C)=O (R)-(2-methyl-4-(1-(3-trifluoromethylphenyl)ethylamino)quinazolin-6-yl)dimethylphosphine oxide